(E)-N-(3-(4-(3,5-dimethoxyphenyl)phenoxy)propyl)-4-nitroaniline COC=1C=C(C=C(C1)OC)C1=CC=C(OCCCNC2=CC=C(C=C2)[N+](=O)[O-])C=C1